FC=1C=C(C(=O)N)C=CC1OC1=CC=C(C=C1)CN1C(COCC1)C=1C(=NN(C1)C)OC 3-fluoro-4-(4-{[3-(3-methoxy-1-methyl-1H-pyrazol-4-yl)morpholin-4-yl]methyl}phenoxy)benzamide